(3,4-Dihydro-2H-pyrano[2,3-b]pyridin-4-yl)methanamine hydrochloride Cl.O1CCC(C=2C1=NC=CC2)CN